OC1=CC=C(C[C@@H]2C(N3C(N(O2)C(=O)OCCC2=CC=C(C=C2)O)CN(C([C@@H]3CC3=CC=C(C=C3)O)=O)[C@H](C(NCCC3=CC=CC=C3)=O)CCCC)=O)C=C1 4-hydroxyphenethyl (3R,6S)-3,6-bis(4-hydroxybenzyl)-4,7-dioxo-8-((S)-1-oxo-1-(phenethylamino)hexan-2-yl)hexahydropyrazino[2,1-c][1,2,4]oxadiazine-1(6H)-carboxylate